C(C)(C)(C)P(Cl)C1=C(C=CC=C1)OC(C)C t-butyl-2-(isopropoxy)phenylchlorophosphine